N-(1-(ferrocene-3-yl)-2-(tert-butylamino)-2-oxoethyl)-2-ethynyl-N-(4-trifluoromethoxyphenyl)thiazole-4-carboxamide [CH-]1C=C(C=C1)C(C(=O)NC(C)(C)C)N(C(=O)C=1N=C(SC1)C#C)C1=CC=C(C=C1)OC(F)(F)F.[CH-]1C=CC=C1.[Fe+2]